tert-butyl(3-((4-(((2S*,4R*)-2-methyl-1-propionyl-1,2,3,4-tetrahydroquinolin-4-yl)amino)phenyl)amino)-3-oxopropyl)carbamate C(C)(C)(C)OC(NCCC(=O)NC1=CC=C(C=C1)N[C@@H]1C[C@@H](N(C2=CC=CC=C12)C(CC)=O)C)=O |o1:19,21|